ClC=1C(=NC(=C(C#N)C1)NC=1C(=NC=CC1)OC)C1CC1 5-chloro-6-cyclopropyl-2-((2-methoxypyridin-3-yl)amino)nicotinonitrile